2,2,2-Trichloroethyl (2-(difluoromethyl)-6,7-dihydro-5H-cyclopenta[b]pyridin-4-yl)carbamate FC(C1=CC(=C2C(=N1)CCC2)NC(OCC(Cl)(Cl)Cl)=O)F